7-(3-Chloro-2-methylphenyl)-3-tosyl-3,8,9,10-tetrahydrocyclohepta[e]indol-6-yl trifluoromethanesulfonate FC(S(=O)(=O)OC1=C(CCCC=2C=3C=CN(C3C=CC21)S(=O)(=O)C2=CC=C(C)C=C2)C2=C(C(=CC=C2)Cl)C)(F)F